(R)-6-benzyl-2-morpholinyl-9-phenyl-8-vinyl-6,7,8,9-tetrahydro-5H-pyrimido[4,5-e][1,4]Diazepin-5-one C(C1=CC=CC=C1)N1C[C@H](N(C2=C(C1=O)C=NC(=N2)N2CCOCC2)C2=CC=CC=C2)C=C